FC=1C=C(C=CC1F)NC(N(C)[C@H]1CCC2=CC(=CC=C12)Cl)=O (S)-3-(3,4-difluorophenyl)-1-(5-chloro-2,3-dihydro-1H-indene-1-yl)-1-methyl-urea